COCCCC/C(/C1=CC=C(C=C1)C(F)(F)F)=N\OCCN 2-[(E)-[5-methoxy-1-[4-(trifluoromethyl)phenyl]pentylidene]amino]oxyethanamine